C1(CCCCC1)C(=O)N1C(CCCC1C)C N-(cyclohexylcarbonyl)-2,6-dimethylpiperidine